(S,E)-Methyl-7-(1-(2-(2-adamantylamino)-2-oxoethyl)-2-oxo-1,2-dihydropyridin-3-ylamino)-7-oxo-6-((S)-piperidin-2-carboxamido)hept-2-enoat COC(\C=C\CC[C@@H](C(=O)NC=1C(N(C=CC1)CC(=O)NC1C2CC3CC(CC1C3)C2)=O)NC(=O)[C@H]2NCCCC2)=O